C(C)C(=O)CC ethyl ketone